tert-butyl N-{1-cyclobutyl-4-fluoro-3-methylpyrrolo[2,3-b]pyridin-5-yl}carbamate C1(CCC1)N1C=C(C=2C1=NC=C(C2F)NC(OC(C)(C)C)=O)C